BrC=1N=C2C(=NC1)N(C=C2C(=O)N[C@@H](COC)C)COCC[Si](C)(C)C (R)-2-bromo-N-(1-methoxypropan-2-yl)-5-{[2-(trimethylsilyl)ethoxy]methyl}-5H-pyrrolo[2,3-b]pyrazine-7-carboxamide